N1C=C(C2=CC=CC=C12)CC(CCCC)NC(=O)C1=C(C2=C(S1)C=C(C=C2)N2CCN(CC2)C)C N-(1-(1H-indol-3-yl)hexan-2-yl)-3-methyl-6-(4-methylpiperazin-1-yl)benzo[b]thiophene-2-carboxamide